methyl 5-amino-2-(4-amino-1-oxoisoindolin-2-yl)-5-oxopentanoate NC(CCC(C(=O)OC)N1C(C2=CC=CC(=C2C1)N)=O)=O